FC=1C=CC(=C(C(=O)N(C)C(C)C)C1)N1C=C(C=2C1=CN=CC2)[C@@H]2CC[C@H](CC2)N2CCC(CC2)O 5-fluoro-2-(3-(trans-4-(4-hydroxypiperidin-1-yl)cyclohexyl)-1H-pyrrolo[2,3-c]pyridin-1-yl)-N-isopropyl-N-methylbenzamide